OC1=C(C=CC2=CC=C(C=C12)O)O 1,2,7-trihydroxynaphthalene